NCCN(C1=C(C=C(C=C1)NC1=NC=2N(C(=C1)NC1CC1)N=CC2)C[S@](=O)C)C |r| (±)-5-((4-((2-Aminoethyl)(methyl)amino)-3-((methylsulfinyl)methyl)phenyl)amino)-7-(cyclopropylamino)pyrazolo[1,5-a]pyrimidin